geddyl methacrylate C(C(=C)C)(=O)OCCCCCCCCCCCCCCCCCCCCCCCCCCCCCCCCCC